oleoyl-monoethanol C(CCCCCCC\C=C/CCCCCCCC)(=O)CCO